N,N-dimethyl-4-[2-[2-(octyloxy)phenyl]-6-phenyl-4-pyridinyl]benzenamine CN(C1=CC=C(C=C1)C1=CC(=NC(=C1)C1=CC=CC=C1)C1=C(C=CC=C1)OCCCCCCCC)C